C(C)(C)(C)OC(=O)N[C@H](C(=O)O)CC1=CC=C(C=C1)F (2S)-2-(tert-butoxycarbonylamino)-3-(4-fluorophenyl)propionic acid